C(=O)(O)C1=CC=2C(=NN(N2)C2=C(C(=CC(=C2)OC)C(C)(C)C)O)C=C1 5-carboxy-2-(3-tert-butyl-2-hydroxy-5-methoxyphenyl)-2H-benzotriazole